FC=1C=C2C(=CC=NC2=CC1)C1CCC(CC1)C(C)C1=NC2=C(N1)C=CC(=C2)N 2-(1-((1S,4S)-4-(6-fluoroquinolin-4-yl)cyclohexyl)ethyl)-1H-benzo[d]imidazol-5-amine